CSC1=C(C=CC=C1OCC(F)F)C(F)(F)F 2-methylthio-3-(2',2'-difluoroethoxy)benzotrifluoride